N-(4-chloro-3-methylisoxazol-5-yl)-N-(methoxymethyl)-2-((triisopropylsilyl)ethynyl)pyridine-3-sulfonamide ClC=1C(=NOC1N(S(=O)(=O)C=1C(=NC=CC1)C#C[Si](C(C)C)(C(C)C)C(C)C)COC)C